O1COC2=C1C=C(C2)N cyclopenta[d][1,3]dioxolen-5-amine